FC(C1=CC(=CN=N1)NC(=O)N1C[C@@](C2=C1C=NC=1N2N=C(C1)F)(C(F)(F)F)C)F (S)-N-(6-(difluoromethyl)pyridazin-4-yl)-2-fluoro-8-methyl-8-(trifluoromethyl)-7,8-dihydro-6H-pyrazolo[1,5-a]pyrrolo[2,3-e]pyrimidine-6-carboxamide